BrC1=C(C=C(S1)C1=NO[C@](C1)(C(F)(F)F)C1=CC(=C(C(=C1)Cl)Cl)Cl)C (5S)-3-(5-Bromo-4-methyl-2-thienyl)-5-(3,4,5-trichlorophenyl)-5-(trifluoromethyl)-4H-isoxazole